N-(5-(((2S,4R)-4-((1,8-naphthyridin-2-yl)oxy)-2-methylpyrrolidin-1-yl)methyl)thiazol-2-yl)acetamide N1=C(C=CC2=CC=CN=C12)O[C@@H]1C[C@@H](N(C1)CC1=CN=C(S1)NC(C)=O)C